(E)-Methyl 2-azido-3-(2-bromo-4-(methoxymethoxy)phenyl)acrylate N(=[N+]=[N-])\C(\C(=O)OC)=C\C1=C(C=C(C=C1)OCOC)Br